4-(3-chloro-5-(2-isopropylphenyl)-2-methylpyrido[2,3-d]pyridazin-8-yl)piperazine-1-carboxylic acid tert-butyl ester C(C)(C)(C)OC(=O)N1CCN(CC1)C=1N=NC(=C2C1N=C(C(=C2)Cl)C)C2=C(C=CC=C2)C(C)C